C1(CC1)C1=NC(=C2N1CCN(C2)C(=O)NC)N2CCCC1=NC(=C(C=C21)C(F)(F)F)C=2C=NN(C2)C 3-cyclopropyl-N-methyl-1-(6-(1-methyl-1H-pyrazol-4-yl)-7-(trifluoromethyl)-3,4-dihydro-1,5-naphthyridin-1(2H)-yl)-5,6-dihydroimidazo[1,5-a]pyrazine-7(8H)-carboxamide